N[C@@H]1C2=CC=CC=C2CC12CCN(CC2)C=2C(=NC(=C(N2)C)SC2=NC(=NC=C2)N)CO (S)-(3-(1-amino-1,3-dihydrospiro[inden-2,4'-piperidin]-1'-yl)-6-((2-aminopyrimidin-4-yl)thio)-5-methylpyrazin-2-yl)methanol